BrC=1C(=C(C=CC1)NC(=O)C1=NN2C([C@@H](CCC2)N2CCC(CC2)C(=O)OC)=C1)Cl methyl 1-[(4R)-2-[(3-bromo-2-chloro-phenyl)carbamoyl]-4,5,6,7-tetrahydropyrazolo[1,5-a]pyridin-4-yl]piperidine-4-carboxylate